CC1=C(C(=O)O)C=CC(=C1)O.OC1=CC=C(C(=O)OC)C=C1 methyl 4-hydroxybenzoate (methyl 4-hydroxybenzoate)